6-(4-chlorobenzyl)-1-(4-fluorophenyl)-N4-(5-methyl-1H-pyrazol-3-yl)-1H-pyrazolo[3,4-d]pyrimidine-4,6-diamine ClC1=CC=C(CC2(N=C(C=3C(=N2)N(NC3)C3=CC=C(C=C3)F)NC3=NNC(=C3)C)N)C=C1